(2-(6-(2-ethyl-5-fluoro-4-hydroxyphenyl)-1H-indazol-3-yl)pyrrolo[3,4-d]imidazole-5(1H,4H,6H)-yl)(3-hydroxycyclobutyl)methanone C(C)C1=C(C=C(C(=C1)O)F)C1=CC=C2C(=NNC2=C1)C1=NC2=C(N1)CN(C2)C(=O)C2CC(C2)O